IC=1N=CN(C1CC=O)CC1=CC=C(C=C1)OC 2-(4-iodo-1-(4-methoxybenzyl)-1H-imidazol-5-yl)acetaldehyde